2,3-dihydro-1H-pterin N1C(N)NC(=O)C2=NC=CN=C12